(2-((diphenylmethylene)amino)-2-(o-tolyl)ethyl)pentan-1-amine C1(=CC=CC=C1)C(C1=CC=CC=C1)=NC(CC(CCCC)N)C1=C(C=CC=C1)C